FC(C1=CC=C(C=C1)N1N=NC(=C1COC1=CC=C(N=N1)N1CCOCC1)C)F 4-(6-((1-(4-(Difluoromethyl)phenyl)-4-methyl-1H-1,2,3-triazol-5-yl)methoxy)pyridazine-3-yl)morpholine